7-amino-5-((2-(5-fluoropyridin-2-yl)ethyl)amino)-2,3-dimethylpyrazolo[1,5-a]pyrimidine-6-carbonitrile NC1=C(C(=NC=2N1N=C(C2C)C)NCCC2=NC=C(C=C2)F)C#N